2,2'-bis(2-hydroxyethoxy)-3,3'-Dimethyl-1,1'-binaphthyl OCCOC1=C(C2=CC=CC=C2C=C1C)C1=C(C(=CC2=CC=CC=C12)C)OCCO